(S)-1-((8-((2-methyl-3-(1-(4,5,6,7-tetrahydrothiazolo[5,4-c]pyridine-2-carbonyl)indolin-4-yl)phenyl)amino)-1,7-naphthyridin-3-yl)methyl)piperidine-2-carboxylic acid CC1=C(C=CC=C1C1=C2CCN(C2=CC=C1)C(=O)C=1SC=2CNCCC2N1)NC=1N=CC=C2C=C(C=NC12)CN1[C@@H](CCCC1)C(=O)O